4-amino-7-(tert-amyl)-7H-pyrrolo[2,3-d]pyrimidine-5-carboxylic acid NC=1C2=C(N=CN1)N(C=C2C(=O)O)C(C)(C)CC